3-(N-(4-cyano-[1,1'-biphenyl]-2-yl)sulfamoyl)-4-methoxybenzoic Acid C(#N)C1=CC(=C(C=C1)C1=CC=CC=C1)NS(=O)(=O)C=1C=C(C(=O)O)C=CC1OC